N,N'-bis-(1,4-dimethylpentyl)p-phenylenediamine CC(CCC(C)C)NC1=CC=C(C=C1)NC(CCC(C)C)C